NC1=C(C(=NN1[C@H](C(F)(F)F)C)C1=CC=C(C=C1)CC(=O)O)C#N 2-[4-[5-amino-4-cyano-1-[(1S)-2,2,2-trifluoro-1-methyl-ethyl]pyrazol-3-yl]phenyl]acetic acid